N-((1r,3r,5r,7r)-adamantan-2-yl)-4-(3-(pyridin-4-ylmethyl)ureido)benzenesulfonamide C12C(C3CC(CC(C1)C3)C2)NS(=O)(=O)C2=CC=C(C=C2)NC(=O)NCC2=CC=NC=C2